ethyl-2-(1H-imidazol-4-yl)acetat C(C)OC(CC=1N=CNC1)=O